C1(CC1)C(C)N1N=CC=2C1=NC(=NC2)C#N 1-(1-cyclopropylethyl)-1H-pyrazolo[3,4-d]pyrimidine-6-carbonitrile